tertiary butyl-sulfinyl-amine C(C)(C)(C)S(=O)N